(S)-5-(4-fluoro-2-methyl-1-(1-methylpiperidin-4-yl)-1H-benzo[d]imidazol-6-yl)-N-(1-methoxypropan-2-yl)-7H-pyrrolo[2,3-d]pyrimidin-2-amine FC1=CC(=CC=2N(C(=NC21)C)C2CCN(CC2)C)C2=CNC=1N=C(N=CC12)N[C@H](COC)C